NC1=CC=C(C=N1)C1=NC=C(C(=C1F)C(=O)N)C(F)(F)F 6'-Amino-3-fluoro-5-(trifluoromethyl)-[2,3'-bipyridine]-4-carboxamide